(2S)-2-amino-6-[[2-(3-pyridyl)acetyl]amino]hexanoic acid N[C@H](C(=O)O)CCCCNC(CC=1C=NC=CC1)=O